CC1(OC2=C(C=C(C=C2CC1)OC(O[Si](OCCCCCCN(CCO)CCO)(C)C)CCCCCCC\C=C/CCCCCCCC)C)CCCC(CCCC(CCCC(C)C)C)C (Z)-13-((2,8-dimethyl-2-(4,8,12-trimethyltridecyl)chroman-6-yl)oxy)-3-(2-hydroxyethyl)-11,11-dimethyl-10,12-dioxa-3-aza-11-silatriacont-21-en-1-ol